1-N-(4-amino-1,3-dihydro-furo[3,4-c]pyridin-7-yl)-2-((2R)-2-methyl-5-(2-methylbenzo[d]thiazol-5-yl)morpholinyl)-2-oxoacetamide NC1=NC=C(C2=C1COC2)NC(C(=O)N2C[C@H](OCC2C=2C=CC1=C(N=C(S1)C)C2)C)=O